N-[(S)-(4,4-Difluorocyclohexyl){5-[(1S)-1-(2,2-difluoropropylcarbamoyl)-3,3-difluorobutyl]-4-fluoro-1H-benzimidazol-2-yl}methyl]-2-isopropyl-1,2,4-triazole-3-carboxamide FC1(CCC(CC1)[C@H](NC(=O)C=1N(N=CN1)C(C)C)C1=NC2=C(N1)C=CC(=C2F)[C@H](CC(C)(F)F)C(NCC(C)(F)F)=O)F